C(C)(=O)N1C(C(C2=CC=CC=C12)C(=O)C1=CC=C2C(=NNC2=C1)\C=C\C1=CC=NC=C1)=O (E)-1-acetyl-3-(3-(2-(pyridin-4-yl)vinyl)-1H-indazole-6-carbonyl)indoline-2-one